OC1CCN(CC1)C(=O)C=1N=C(OC1C1=C(C=CC=C1)[N+](=O)[O-])C1=CC=C(C=C1)C(F)(F)F (4-hydroxypiperidin-1-yl)(5-(2-nitrophenyl)-2-(4-(trifluoromethyl)phenyl)Oxazol-4-yl)methanone